tert-butyl 2-(4-amino-7-phenyl-9H-pyrimido[4,5-b]indol-9-yl)acetate NC1=NC=NC=2N(C3=CC(=CC=C3C21)C2=CC=CC=C2)CC(=O)OC(C)(C)C